2,7-bis[2-(dipropylamino)-ethoxy]-fluorenol C(CC)N(CCOC1=C(C=2CC3=CC(=CC=C3C2C=C1)OCCN(CCC)CCC)O)CCC